[Na+].ClCC(=O)[O-] 2-chloroacetic acid sodium salt